3-(chloro)benzoylmethylidenedimethyl-sulfur bromide ClC=1C=C(C(=O)S(C)(C)(=C)Br)C=CC1